methacrylamidopropyl-trimethylammonium chloride [Cl-].C(C(=C)C)(=O)NCCC[N+](C)(C)C